5-chloro-6-(chloromethyl)-1,2,3,4-tetrahydropyrimidine-2,4-dione ClC=1C(NC(NC1CCl)=O)=O